ClC=1C=NN(C1C1=NN2C(N(C(CC2)=O)CC2=CC=C(C=C2)C2=NN(C=C2C)C)=C1)C(C)C 2-(4-chloro-1-isopropyl-1H-pyrazol-5-yl)-4-(4-(1,4-dimethyl-1H-pyrazol-3-yl)benzyl)-6,7-dihydropyrazolo[1,5-a]pyrimidin-5(4H)-one